C(C)(=O)NC1=C(C=C(C=C1)C(=O)OC)N1N=NC(=C1)C=1C=C(C=CC1)C=1N=NN(C1)C1=C2C=CC=C(C2=CC=C1)C(=O)O 5-[4-(3-{1-[2-acetamido-5-(methoxycarbonyl)phenyl]-1H-1,2,3-triazol-4-yl}phenyl)-1H-1,2,3-triazol-1-yl]naphthalene-1-carboxylic acid